8-bromo-7-chloro-6-(3-chloro-2-pyridyl)-1-pyrimidin-4-yl-4H-[1,2,4]triazolo[4,3-a][1,4]benzodiazepine BrC=1C=CC2=C(C(=NCC=3N2C(=NN3)C3=NC=NC=C3)C3=NC=CC=C3Cl)C1Cl